ethyl 1-(4-(N-(6-((6-(benzo[d]thiazol-2-ylamino)-5-methylpyridazin-3-yl)(methyl)amino)-3-(5-methyl-1-neopentyl-1H-pyrazol-4-yl)picolinoyl)sulfamoyl)phenyl)piperidine-4-carboxylate S1C(=NC2=C1C=CC=C2)NC2=C(C=C(N=N2)N(C2=CC=C(C(=N2)C(=O)NS(=O)(=O)C2=CC=C(C=C2)N2CCC(CC2)C(=O)OCC)C=2C=NN(C2C)CC(C)(C)C)C)C